ClC=1C=C(C(=O)N(OC)C2=C(C=CC=C2)I)C=CC1 3-Chloro-N-(2-iodophenyl)-N-methoxybenzamide